OC(C(=O)[O-])C(C(C=O)O)O 2,3,4-trihydroxy-5-oxopentanoate